(R)-2-Methyl-3-(1-((4-methyl-7-(methylamino)-6-(piperidine-1-carbonyl)phthalazin-1-yl)amino)ethyl)benzonitrile CC1=C(C#N)C=CC=C1[C@@H](C)NC1=NN=C(C2=CC(=C(C=C12)NC)C(=O)N1CCCCC1)C